N,N-dimethyl-hexyl-amine CN(C)CCCCCC